C1(CCC2=CC=CC=C12)C(=O)N 2,3-dihydro-1H-indene-1-carboxamide